C=1(C(=CC=C2C=CC=CC12)S(=O)(=O)[O-])S(=O)(=O)OC.[Cs+] cesium methyl naphthalenedisulfonate